C1(CCCC1)[Si](O[Si](C1CCCC1)(C1CCCC1)Cl)(C1CCCC1)Cl 1,1,3,3-tetracyclopentyldichlorodisiloxane